methyl 5-(2-{[(tert-butoxy) carbonyl] amino} ethyl)-4h,5h,6h-thieno[2,3-c]pyrrole-2-carboxylate C(C)(C)(C)OC(=O)NCCN1CC2=C(C1)C=C(S2)C(=O)OC